CS(=O)(=O)C1=CC(=C(OCC#CC=2N(C=3C=CC=C(C3C2)NC2CCC(CC2)N2CC3(COC3)C2)CC(F)(F)F)C=C1)NC 2-{3-[4-methanesulfonyl-2-(methylamino)phenoxy]prop-1-yn-1-yl}-N-[(1R,4R)-4-{2-oxa-6-azaspiro[3.3]heptan-6-yl}cyclohexyl]-1-(2,2,2-trifluoroethyl)-1H-indol-4-amine